3-{2-[1-(trifluoromethyl)cyclopropyl]ethoxyl-1H-pyrazol-1-yl}-2λ6-thia-3,9,11,19,24-pentaazatetracyclo[18.3.1.05,10.011,15]tetracosa-1(23),5,7,9,20(24),21-hexaene-2,2,4-trione FC(C1(CC1)CCOC1=NN(C=C1)N1S(C2=CC=CC(NCCCC3CCCN3C3=NC=CC=C3C1=O)=N2)(=O)=O)(F)F